(S)-1-nitrosopiperidine-3-carboxylic acid ethyl ester C(C)OC(=O)[C@@H]1CN(CCC1)N=O